FC1(CN(C[C@@H]1C)C=1C=2N(N=C(C1)C=1C=NC=NC1)C(=CN2)F)F (S)-5-(8-(3,3-difluoro-4-methylpyrrolidin-1-yl)-3-fluoroimidazo[1,2-b]pyridazin-6-yl)pyrimidine